O=C1NC(CCC1N1C(C2=CC=C(C=C2C1=O)NCCCCCCN1N=CC(=C1)C1=NC2=CC=CC=C2N=C1C)=O)=O 2-(2,6-dioxopiperidin-3-yl)-5-((6-(4-(3-methylquinoxalin-2-yl)-1H-pyrazol-1-yl)hexyl)amino)isoindoline-1,3-dione